OC1([C@@H](CN(C[C@@H]1C)C1=C(C(=O)NC2=CC(=NC=C2)S(N)(=O)=O)C=C(C=N1)C(F)(F)F)C)C 2-((3R,4s,5S)-4-hydroxy-3,4,5-trimethylpiperidin-1-yl)-N-(2-sulfamoylpyridin-4-yl)-5-(trifluoro-methyl)nicotinamide